[IH]1[IH]CC=C1.[Na] sodium diiodol